4-[[2-[6-(3-cyclopropyl-1,2,4-triazol-1-yl)-2-azaspiro[3.3]heptane-2-carbonyl]-2-azaspiro[3.3]heptane-6-yl]oxy]-3-fluoro-benzonitrile C1(CC1)C1=NN(C=N1)C1CC2(CN(C2)C(=O)N2CC3(C2)CC(C3)OC3=C(C=C(C#N)C=C3)F)C1